ClC=1C(=NC=CC1)C1=CC(=C(C=C1)CNC)OC 3-chloro-2-(3-methoxy-4-((methylamino)methyl)phenyl)pyridin